C(#C)[C@@H]1N([C@@H]2C[C@@H]2C1)C(=O)C1(CC1)F ((1R,3R,5R)-3-Ethynyl-2-azabicyclo[3.1.0]hexan-2-yl)(1-fluorocyclopropyl)methanone